CN(C1CC2(CN(C2)C(CCS(=O)(=O)C)=O)C1)C=1C2=C(N=CN1)NC=C2 1-(6-(Methyl(7H-pyrrolo[2,3-d]pyrimidin-4-yl)amino)-2-azaspiro[3.3]heptan-2-yl)-3-(methylsulfonyl)propan-1-on